2,3-difluoro-4-bromonitrobenzene C1=CC(=C(C(=C1[N+](=O)[O-])F)F)Br